C(C1=CC=CC=C1)N(C1CCN(CC1)C(=O)N1CC(C2=NC(=CC=C21)C#N)(C)C)C 1-(4-(benzyl(methyl)amino)piperidine-1-carbonyl)-3,3-dimethyl-2,3-dihydro-1H-pyrrolo[3,2-b]pyridine-5-carbonitrile